ClC1=CC2=C(N=CN(C2=O)CC2(CCN(CC2)C(C2=CC=C(C=C2)C(F)(F)F)=O)O)N1C1=CC=C(C=C1)[C@H]1NC[C@@H](OC1)C 6-Chloro-3-((4-hydroxy-1-(4-(trifluoromethyl)benzoyl)piperidin-4-yl)methyl)-7-(4-((3R,6S)-6-methylmorpholin-3-yl)phenyl)-3,7-dihydro-4H-pyrrolo[2,3-d]pyrimidin-4-one